C(C(C)C)N1C2=NC=NC(=C2N=C1)OC1=CC=C(C=C1)C1=CN=C(S1)NC1=CC=C(C=C1)C 5-(4-((9-isobutyl-9H-purin-6-yl)oxy)phenyl)-N-(p-tolyl)thiazol-2-amine